CN(C[C@@H](C)OC1=C2C(=NC=NC2=CC(=C1)C=1C=NN(C1)C)NC=1C(=C2C=CC(N(C2=CC1)COCC[Si](C)(C)C)=O)F)C (R)-6-((5-((1-(dimethylamino)propan-2-yl)oxy)-7-(1-methyl-1H-pyrazol-4-yl)quinazolin-4-yl)amino)-5-fluoro-1-((2-(trimethylsilyl)ethoxy)methyl)quinolin-2(1H)-one